COC([C@@H]1COC2(C1)CCN(CC2)C2=CC(=C(C=C2)[C@@H]2C=1C=CC(=CC1CC[C@@H]2C2=CC=CC=C2)O)OC)OC (5S,6S)-5-(4-((S)-3-(dimethoxymethyl)-1-oxa-8-azaspiro[4.5]decan-8-yl)-2-methoxyphenyl)-6-phenyl-5,6,7,8-tetrahydronaphthalen-2-ol